BrC1=CC=2C(=NC=CC2S1)N([C@H]1CN(CCC1)C(=O)OC(C)(C)C)C(C1=C(C=C(C=C1)C=1C=NN2C1CCCC2)F)=O tert-butyl (3R)-3-[(2-bromothieno[3,2-c]pyridin-4-yl)-[2-fluoro-4-(4,5,6,7-tetrahydropyrazolo[1,5-a]pyridin-3-yl)benzoyl]amino]-piperidine-1-carboxylate